9-(methylsulfonyl)-1,2,3,9-tetrahydro-4H-carbazol-4-one CS(=O)(=O)N1C2=CC=CC=C2C=2C(CCCC12)=O